FC1(C(C1)C1=CC=CC=C1)F 2,2-difluoro-1-phenylcyclopropane